CN([C@@H]1[C@@H](CCCC1)N(C=1C=C2C(N(C(C2=CC1)=O)C1C(NC(CC1)=O)=O)=O)C)C 5-(((1R,2S)-2-(dimethylamino)cyclohexyl)(methyl)amino)-2-(2,6-dioxopiperidin-3-yl)isoindoline-1,3-dione